N-(4-amino-1,3-dihydrofuro[3,4-c]pyridin-7-yl)-2-(5-methyl-2-(1'-methyl-3H-spiro[benzofuran-2,4'-piperidin]-6-yl)piperidin-1-yl)-2-oxoacetamide NC1=NC=C(C2=C1COC2)NC(C(=O)N2C(CCC(C2)C)C2=CC1=C(CC3(CCN(CC3)C)O1)C=C2)=O